N1(CCC1)C(CN1N=C(C2=NC=C(C=C21)C2=CC(=C(C=C2)F)C(F)F)C)=O 1-(Azetidin-1-yl)-2-[6-[3-(difluoromethyl)-4-fluoro-phenyl]-3-methyl-pyrazolo[4,3-b]pyridin-1-yl]ethanone